C(C)(C)(C)OC(=O)N[C@@H](CC1=CC=CC=C1)C(=O)O (tert-butoxycarbonyl)-L-phenylalanine